1-aminoethyl-4-(2-aminopropyl)-piperazine NC(C)N1CCN(CC1)CC(C)N